C(C)(C)(C)OC(=O)NC=1C(=C(CNC(OC(C)(C)C)=O)C=CC1)C(F)(F)F tert-butyl (3-((tert-butoxycarbonyl)amino)-2-(trifluoromethyl)benzyl)carbamate